COC(=O)[C@H]1O[C@@H]1C1=CC=C(C=C1)F (2S,3R)-3-(4-fluorophenyl)oxirane-2-carboxylic acid methyl ester